2-(4-((2-(3,4-Dimethylpiperazin-1-yl)pyrimidin-4-yl)methoxy)phenyl)propane CC1CN(CCN1C)C1=NC=CC(=N1)COC1=CC=C(C=C1)C(C)C